CC1(CN(C1)CC(=O)NC=1C=C(C(=NC1)C)C=1N2C(SC1C=1C(=NOC1C)C)=C(C=N2)C(=O)N)C (5-(2-(3,3-dimethylazetidin-1-yl)acetamido)-2-methylpyridin-3-yl)-2-(3,5-dimethylisoxazol-4-yl)pyrazolo[5,1-b]thiazole-7-carboxamide